NC1=NC=C2N(C(NC2=N1)=O)CC1CC1 amino-7-(cyclopropylmethyl)-7,9-dihydro-8H-purin-8-one